N1=CC=C(C=C1)C=O (4-pyridyl)methanone